N1(CCOCC1)CC[C@H](CSC1=CC=CC=C1)NC1=C(C=C(C=C1)S(=O)(=O)NC(C1=CC=CC=C1)=O)S(=O)(=O)C(F)(F)F N-[4-{[(2R)-4-(morpholin-4-yl)-1-(phenylsulfanyl)butan-2-yl]amino}-3-(trifluoromethanesulfonyl)benzene-1-sulfonyl]benzamide